C(C1=CC=CC=C1)OC=1C=C2C(=C(N(C2=CC1)CC1=CC=C(C=C1)CCNCC)C1=CC=C(C=C1)OC)Cl 2-(4-((5-(benzyloxy)-3-chloro-2-(4-methoxyphenyl)-1H-indol-1-yl)methyl)phenyl)-N-ethylethan-1-amine